O=S1(N(CCC1)C=1N=CC=2N(C1)C(=CN2)C2=CC=CC(=N2)N[C@H]2CN(C[C@@H]2F)C(=O)OC(C)(C)C)=O (3S,4S)-tert-butyl 3-((6-(6-(1,1-dioxidoisothiazolidin-2-yl)imidazo[1,2-a]pyrazin-3-yl)pyridin-2-yl)amino)-4-fluoropyrrolidine-1-carboxylate